2-(4-(3-isopropyl-2-(8-methylimidazo[1,2-a]pyridin-6-yl)-1H-indol-5-yl)piperidin-1-yl)-N,N-dimethylacetamide C(C)(C)C1=C(NC2=CC=C(C=C12)C1CCN(CC1)CC(=O)N(C)C)C=1C=C(C=2N(C1)C=CN2)C